CCCCCCCCCCCCCCCCCCOC[C@H](COP(=O)([O-])OCC[N+](C)(C)C)OC(=O)CC/C=C\\C/C=C\\C/C=C\\C/C=C\\C/C=C\\CCCCC The molecule is a phosphatidylcholine O-40:5 in which the alkyl and acyl groups specified at positions 1 and 2 are octadecyl and (4Z,7Z,10Z,13Z,16Z)-docosapentaenoyl respectively. It is a phosphatidylcholine O-40:5 and a 2-acyl-1-alkyl-sn-glycero-3-phosphocholine. It derives from a (4Z,7Z,10Z,13Z,16Z)-docosa-4,7,10,13,16-pentaenoic acid.